(chloromethyl)-2-((2-cyclopropylbenzyl)oxy)naphthalene ClCC1=C(C=CC2=CC=CC=C12)OCC1=C(C=CC=C1)C1CC1